ClC=1C=C(C=CC1F)NC1=NC=NC2=CC(=C(C=C12)NC(C=C)=O)OCCCN1CCN(CC1)CCCC#CC1=C2CN(C(C2=CC=C1)=O)C1C(NC(CC1)=O)=O N-(4-((3-chloro-4-fluorophenyl)amino)-7-(3-(4-(5-(2-(2,6-dioxopiperidin-3-yl)-1-oxoisoindolin-4-yl)pent-4-yn-1-yl)piperazin-1-yl)propoxy)quinazolin-6-yl)acrylamide